2-cis-dihydro-catechol C1(O)C(O)C=CC=C1